4-cyclopropyl-6-methylbenzonitrile C1(CC1)C1=CC=C(C#N)C(=C1)C